3-(6-(tert-butylsulfonyl)-7-methoxyimidazo[1,2-a]pyridin-3-yl)aniline C(C)(C)(C)S(=O)(=O)C=1C(=CC=2N(C1)C(=CN2)C=2C=C(N)C=CC2)OC